NCC(CC1=CC=C(C=C1)Cl)F 3-amino-1-(4-chlorophenyl)-2-fluoropropan